2-(2-(4-ethoxyphenyl)-1H-benzimidazol-5-yl)-5-(morpholin-4-yl)isoindolin-1-one C(C)OC1=CC=C(C=C1)C1=NC2=C(N1)C=CC(=C2)N2C(C1=CC=C(C=C1C2)N2CCOCC2)=O